naphthalen-2-yl acrylate C(C=C)(=O)OC1=CC2=CC=CC=C2C=C1